C(C)(=O)OC1=CC=C(C=C1)CCC(C)NC(=O)NC1=CC=C2C=CC=NC2=C1 4-(3-(3-(quinolin-7-yl)ureido)butyl)phenyl acetate